S([O-])(O)=O BISulfite